ClC1=CC(=C(C#N)C=C1F)N1CCCC1 4-Chloro-5-fluoro-2-(pyrrolidin-1-yl)benzonitrile